7-methyl-4-[3-(6-methyl-3-pyridyl)-7,8-dihydro-5H-1,6-naphthyridin-6-yl]thieno[3,2-d]pyrimidine CC1=CSC2=C1N=CN=C2N2CC=1C=C(C=NC1CC2)C=2C=NC(=CC2)C